C(C)C=1C=C(C=CC1)C1CCN(CC1)CC1=C(C2=C(C=CC(=NO2)O)C=C1)O 8-((4-(3-ethylphenyl)piperidin-1-yl)methyl)-3,9-dihydroxybenzo[5,6]oxazepin